[C@H](C)(CC)N (S)-sec-butylamine